N1=CNN2C(=NC=3C(=C21)C=NN3)N pyrazolo[4,3-e][1,2,4]-triazolo[1,5-c]pyrimidin-5-amin